ClC1=CC=C(C(=N1)C(=O)O)N[C@H](C)C=1C=C(C=C2C(N(C(=NC12)N1CC2=NC=CN=C2C1)C)=O)C (R)-6-chloro-3-((1-(2-(5,7-dihydro-6H-pyrrolo[3,4-b]pyrazin-6-yl)-3,6-dimethyl-4-oxo-3,4-dihydroquinazolin-8-yl)ethyl)amino)picolinic acid